2-(8-(6-isopropylisoquinolin-3-yl)naphthalen-1-yl)propan-2-ol C(C)(C)C=1C=C2C=C(N=CC2=CC1)C=1C=CC=C2C=CC=C(C12)C(C)(C)O